ClC1=NC=CC(=C1)C(C)C1=CC=CC=C1 2-chloro-4-(1-phenylethyl)pyridine